FC1=CC2=C(N(C(=N2)N2C[C@H]([C@@H](CC2)F)N)CC2=NC=C(C=N2)OC)C=C1F (3R,4R)-1-(5,6-difluoro-1-((5-methoxy-2-pyrimidinyl)methyl)-1H-benzimidazol-2-yl)-4-fluoro-3-piperidinamine